C(C)(C)(C)OC(=O)N1CCC(CC1)(C(=O)O)N1C(C=CC1=O)=O 1-(tert-Butoxycarbonyl)-4-(2,5-dioxo-2,5-dihydro-1H-pyrrol-1-yl)piperidine-4-carboxylic acid